C(C)(C)(C)OC(=O)N1[C@H](CCC1)COC1=CC=2C=3C=C4C(=C(C3N(C2C=C1)C)C)C=CN=C4 (R)-tert-butyl-2-(((5,6-dimethyl-6H-pyrido[4,3-b]carbazol-9-yl)oxy)methyl)-pyrrolidine-1-carboxylate